C1(=CC=CC=C1)C1=C(C(=C2C=CC=CC2=C1)C=1C(=C(C=C2C=CC=CC12)C1=CC=CC=C1)O)O (S)-3,3'-diphenyl-[1,1'-binaphthalene]-2,2'-diol